5-Methylfuran-2-yl-methanol CC1=CC=C(O1)CO